FC([C@@H](C)N1N=CN=C1C(=O)N)(F)F 1-((R)-1,1,1-trifluoropropan-2-yl)-1H-1,2,4-triazole-5-carboxamide